1,8-dibromonaphthalene BrC1=CC=CC2=CC=CC(=C12)Br